C1N(CC12CNC2)CC2=CC=C(C=C2)N2C(=NC=1C2=NC(=CC1)C1=CC=CC=C1)C=1C(=NC=CC1)N 3-(3-(4-((2,6-diazaspiro[3.3]heptan-2-yl)methyl)phenyl)-5-phenyl-3H-imidazo[4,5-b]pyridin-2-yl)pyridin-2-amine